C(C=C)[C@@H]1[C@@](CN(C1)\C(\NC(=O)OC(C)(C)C)=N/C(=O)OC(C)(C)C)(C(=O)OCC1=CC=CC=C1)N=[N+]=[N-] rac-(trans)-benzyl (3R,4S)-4-allyl-3-azido-1-((Z)-N,N'-bis(tert-butoxycarbonyl)carbamimidoyl)pyrrolidine-3-carboxylate